2-(4,4-Dimethyl-1-piperidyl)-8-[1-(5-fluoro-2-nitro-anilino)ethyl]-6-methyl-chromen-4-one CC1(CCN(CC1)C=1OC2=C(C=C(C=C2C(C1)=O)C)C(C)NC1=C(C=CC(=C1)F)[N+](=O)[O-])C